2-[[3-(2-hydroxyethyl)indolin-1-yl]methyl]-6-methoxy-3H-quinazolin-4-one OCCC1CN(C2=CC=CC=C12)CC1=NC2=CC=C(C=C2C(N1)=O)OC